ClC1=C(C=C(OCCCN2C(=CC(=C2)N(C=2C=C(C=CC2)C)CC2=C(C(=CC=C2)C)C)C(=O)O)C=C1C)C 1-(3-(4-chloro-3,5-dimethylphenoxy)propyl)-4-((2,3-dimethylbenzyl)(m-tolyl)amino)-1H-pyrrole-2-carboxylic acid